6-tert-butyl-3-chloro-7-[(Z)-2-methoxyvinyl]-5-methyl-pyrrolo[2,3-b]pyrazine C(C)(C)(C)C1=C(C=2C(=NC(=CN2)Cl)N1C)\C=C/OC